4-METHYL-5-OXO-PENTANOIC ACID METHYL ESTER COC(CCC(C=O)C)=O